4-(3-(4-(6-((1-(4-(difluoromethyl)phenyl)-4-methyl-1H-1,2,3-triazol-5-yl)methoxy)pyridazin-3-yl)-2-oxopiperazin-1-yl)propyl)benzonitrile FC(C1=CC=C(C=C1)N1N=NC(=C1COC1=CC=C(N=N1)N1CC(N(CC1)CCCC1=CC=C(C#N)C=C1)=O)C)F